2-(3-(2-((5-Fluoro-2-methoxy-4-(4-methylpiperazin-1-yl)phenyl)amino)-7H-pyrrolo[2,3-d]pyrimidin-7-yl)phenyl)-1,2-thiazinane 1,1-dioxide FC=1C(=CC(=C(C1)NC=1N=CC2=C(N1)N(C=C2)C=2C=C(C=CC2)N2S(CCCC2)(=O)=O)OC)N2CCN(CC2)C